S1C(=CC=C1)C1=C2C(=NC=C1)N=CN2 Ds-7-(2-thienyl)-imidazo[4,5-b]pyridine